(±)-tert-butyl (1S,5R)-6,6-difluoro-3-oxo-8-azabicyclo[3.2.1]octane-8-carboxylate FC1([C@H]2CC(C[C@@H](C1)N2C(=O)OC(C)(C)C)=O)F |r|